4-(4-methoxystyryl)benzene COC1=CC=C(C=CC2=CC=CC=C2)C=C1